BrC1=CC=C2C(C=C(N(C2=C1)C(C)C)CC)=O 7-bromo-2-ethyl-1-isopropylquinolin-4(1H)-one